FC1=C(C=C(C=C1C(F)(F)F)C1=C(C=C(C=C1C)C)CCCCC=C)[C@H](CC(=O)OCC)NC([C@@H](CCC=C)OS(=O)(=O)C)=O Ethyl (S)-3-(4-fluoro-2'-(hex-5-en-1-yl)-4',6'-dimethyl-5-(trifluoromethyl)-[1,1'-biphenyl]-3-yl)-3-((R)-2-((methylsulfonyl)oxy)hex-5-enamido)propanoate